N-(5-((6-((R)-3-(3,5-difluorophenyl)isoxazolidine-2-yl)pyrimidine-4-yl)amino)-2-((S)-2,4-dimethylpiperazine-1-yl)-4-methoxyphenyl)acrylamide FC=1C=C(C=C(C1)F)[C@@H]1N(OCC1)C1=CC(=NC=N1)NC=1C(=CC(=C(C1)NC(C=C)=O)N1[C@H](CN(CC1)C)C)OC